3-bromo-2-(3-methoxyphenyl)imidazo[1,2-a]pyridine BrC1=C(N=C2N1C=CC=C2)C2=CC(=CC=C2)OC